FC(C(=O)O)(F)F.NC=1C2=C(N=CN1)N(C1=C2C=2C(C(CC1)O)=C(ON2)C2CC2)C2CC=CC2 11-amino-7-(cyclopent-3-en-1-yl)-3-cyclopropyl-4,5,6,7-tetrahydroisoxazolo[4'',3'':6',7']cyclohepta[1',2':4,5]pyrrolo[2,3-d]pyrimidin-4-ol 2,2,2-trifluoroacetate